C(C=C)C=1C(=NC(=NC1OC)NS(=O)(=O)C1=CNC2=CC(=CC=C12)Cl)OC N-(5-allyl-4,6-dimethoxy-pyrimidin-2-yl)-6-chloro-1H-indole-3-sulfonamide